5-[4-[(3S)-1-(3-fluoropropyl)pyrrolidin-3-yl]oxyphenyl]-4-(3-hydroxyphenyl)-7-methyl-2,3-dihydro-1-benzoxepin-8-ol FCCCN1C[C@H](CC1)OC1=CC=C(C=C1)C1=C(CCOC2=C1C=C(C(=C2)O)C)C2=CC(=CC=C2)O